(S)-1-(4-(1-(2,6-dichlorophenyl)azetidin-3-yl)-2,6-dimethylbenzyl)-pyrrolidine-3-carboxylic acid ClC1=C(C(=CC=C1)Cl)N1CC(C1)C1=CC(=C(CN2C[C@H](CC2)C(=O)O)C(=C1)C)C